3-[3-fluoro-4-[4-hydroxy-4-(2-methoxy-2-oxo-ethyl)-1-piperidinyl]anilino]propionic acid FC=1C=C(NCCC(=O)O)C=CC1N1CCC(CC1)(CC(=O)OC)O